NC1=C2N=CN(C2=NC(=N1)F)[C@H]1C[C@@H]([C@@](O1)(C#C)CO[P@](=O)(OC1=CC=CC=C1)N[C@@H](C)C(=O)OCCCCCCCCCCCC)O Dodecyl ((S)-(((2R,3S,5R)-5-(6-amino-2-fluoro-9H-purin-9-yl)-2-ethynyl-3-hydroxytetrahydrofuran-2-yl) methoxy)(phenoxy)phosphoryl)-L-alaninate